N-((4-aminopyridin-2-yl)methyl)-5-(6-ethoxypyrazin-2-yl)picolinamide NC1=CC(=NC=C1)CNC(C1=NC=C(C=C1)C1=NC(=CN=C1)OCC)=O